OC(CC(=O)O)CCCCCCCCCCCCCCC β-hydroxystearic acid